2-amino-4,6-dichloro-5-nitropyrimidine NC1=NC(=C(C(=N1)Cl)[N+](=O)[O-])Cl